BrC=1SC=C(C1CC(C(=O)OC)N(C)C(=O)OC(C)(C)C)C#N methyl 3-(2-bromo-4-cyanothiophen-3-yl)-2-((tert-butoxycarbonyl)(methyl)amino)propanoate